(S)-3-((S)-sec-butyl)-N-(5-methyl-1,3,4-thiadiazol-2-yl)-2-oxo-1,2,3,5-tetrahydro-4H-benzo[e][1,4]diazepine-4-carboxamide [C@H](C)(CC)[C@@H]1N(CC2=C(NC1=O)C=CC=C2)C(=O)NC=2SC(=NN2)C